chloro-2-[[6-chloro-3-thiomorpholinosulfonyl-8-(trifluoromethyl)-4-quinolyl]amino]benzoic acid ClC=1C(=C(C(=O)O)C=CC1)NC1=C(C=NC2=C(C=C(C=C12)Cl)C(F)(F)F)S(=O)(=O)N1CCSCC1